NC=1C=C(C(=O)O)C=CC1C([2H])([2H])[2H] 3-amino-4-(methyl-d3)benzoic acid